1-butyl-3-methylimidazole monomethyl-carbonate COC(O)=O.C(CCC)N1CN(C=C1)C